dimethyl-1,4-butanediamide CC(C(C(=O)N)C)C(=O)N